C(C)C=1C=C2CC(CC2=CC1CC)NC[C@@H](O)C1=C2C=CC(NC2=C(C=C1)OCC=1N=CSC1)=O (S)-5-(2-((5,6-diethyl-2,3-dihydro-1H-inden-2-yl)amino)-1-hydroxyethyl)-8-(thiazol-4-ylmethoxy)quinolin-2(1H)-one